lithium tetraoxo-1,4,6,9-tetraoxa-5-boraspiro[4.4]nonan-5-uide O=C1C(O[B-]2(OC(C(O2)=O)=O)O1)=O.[Li+]